6-(1-((1,5-dimethyl-1H-pyrazol-4-yl)sulfonyl)piperidin-4-yl)-5-methylnicotinonitrile CN1N=CC(=C1C)S(=O)(=O)N1CCC(CC1)C1=NC=C(C#N)C=C1C